1-methyl-2,3-dicyanoethyl-cyclohexylamine CC(CC#N)NC1CC(CCC1)C#N